methyl (1r,3r)-3-(benzo[d]oxazol-5-yloxy)cyclobutane-1-carboxylate O1C=NC2=C1C=CC(=C2)OC2CC(C2)C(=O)OC